OC1=C(C(=CC(=C1)C(F)(F)F)C)C1=CC2=C(N=N1)N(CC2)C21CCCC(C2)(C1)O 5-[3-[2-hydroxy-6-methyl-4-(trifluoromethyl)phenyl]-5,6-dihydropyrrolo[2,3-c]pyridazin-7-yl]norpinan-1-ol